CN(CCN(CCCCCCCC(=O)OC(CCCCCCCC)CCCCCCCC)CCCCCC(OCCCCCCCCCCC)=O)C(CCC(=O)N(CCN(CCCCCC(OCCCCCCCCCCC)=O)CCCCCCCC(=O)OC(CCCCCCCC)CCCCCCCC)C)=O 1-octylnonyl 8-[2-[methyl-[4-[methyl-[2-[[8-(1-octylnonoxy)-8-oxo-octyl]-(6-oxo-6-undecoxy-hexyl)amino]ethyl] amino]-4-oxo-butanoyl]amino]ethyl-(6-oxo-6-undecoxy-hexyl)amino]octanoate